(S)-N-(1-(2-chloro-3-methoxyphenyl)-1,4,5,7-tetrahydropyrano[3,4-c]pyrazol-4-yl)-4,5,6,7-tetrahydro-1H-indazole-3-carboxamide ClC1=C(C=CC=C1OC)N1N=CC2=C1COC[C@H]2NC(=O)C2=NNC=1CCCCC21